(1s,4s)-N1-(2-chloro-5-iodopyridin-4-yl)-N4-(2-fluoroethyl)cyclohexane-1,4-diamine ClC1=NC=C(C(=C1)NC1CCC(CC1)NCCF)I